(2,5-difluoro-1,4-phenylene)diboronic acid FC1=C(C=C(C(=C1)B(O)O)F)B(O)O